C(C(=O)O)(=O)O.N1CCC12CN(C2)C(=O)OC(C)(C)C.C(C)(C)(C)OC(=O)N2CC1(CCN1)C2 tert-butyl 1,6-diazaspiro[3.3]heptane-6-carboxylate hemioxalate